((1S,4R)-4-(2-amino-6-(2-methoxyethoxy)-9H-purin-9-yl)cyclopent-2-en-1-yl)methanol NC1=NC(=C2N=CN(C2=N1)[C@H]1C=C[C@H](C1)CO)OCCOC